N1C=NC2=C1C=CC(=C2)N2C(OC[C@H]2C2=C(C=C(C=C2)OCC(C)(F)F)F)=O (R)-3-(1H-benzo[d]imidazole-5-yl)-4-(4-(2,2-difluoropropoxy)-2-fluorophenyl)oxazolidin-2-one